FC1(CN(C1)C(=O)C=1C=C2N=C(C=NC2=CC1)C1=CC=2C(N=C1)=NN(C2)C)F (3,3-difluoro-1-azetidinyl)(3-(2-methyl-2H-pyrazolo[3,4-b]pyridin-5-yl)-6-quinoxalinyl)methanone